BrC(Br)C=CCC(C#C)C#C 3-(dibromomethylallyl)-1,4-pentadiyne